ethyl (6-hydroxy-10-phenethyl-[1,2,4]triazolo[5,1-a]isoquinoline-5-carbonyl)glycinate OC1=C(N2C(C3=C(C=CC=C13)CCC1=CC=CC=C1)=NC=N2)C(=O)NCC(=O)OCC